(3S)-3-{[2-(4-chlorophenyl)[1,2,4]triazolo[1,5-c]quinazolin-5-yl]amino}azepin-2-one ClC1=CC=C(C=C1)C1=NN2C(=NC=3C=CC=CC3C2=N1)NC=1C(N=CC=CC1)=O